N(N)C(CCC1=C(C(=O)NC2(CC2)C2=CC=CC3=CC=CC=C23)C=CC=C1)=O 2-(3-hydrazino-3-oxo-propyl)-N-[1-(1-naphthyl)cyclopropyl]benzamide